N-(methyl(oxo)(pyridin-2-yl)-λ6-sulfaneylidene)-5-(5-(trifluoromethyl)-1,2,4-oxadiazol-3-yl)pyrimidine-2-carboxamide CS(=NC(=O)C1=NC=C(C=N1)C1=NOC(=N1)C(F)(F)F)(C1=NC=CC=C1)=O